1,5-dimercapto-2,4-dithiapentane SCSCSCS